5α-pregnane-3α,21-diol-20-one C[C@]12CC[C@H](C[C@@H]1CC[C@@H]3[C@@H]2CC[C@]4([C@H]3CC[C@@H]4C(=O)CO)C)O